2-amino-5-p-fluorophenyl-1,3,4-thiadiazole NC=1SC(=NN1)C1=CC=C(C=C1)F